1-{2-[4,6-diamino-(1,3,5)triazin-2-yl]-ethyl}-3-[3-(triethoxysilyl)propyl]urea NC1=NC(=NC(=N1)N)CCNC(=O)NCCC[Si](OCC)(OCC)OCC